BrC1=NC=CC(=C1)N/C(/SCC=O)=N/C(OCC)=O (Z)-ethyl (((2-bromopyridin-4-yl)amino)((2-oxoethyl)thio) methylene)carbamate